1-(4-(3,4-dichlorophenyl)-5-(isopropylthio)thiazol-2-yl)-4-(3-fluoro-5-(oxetan-3-yloxy)phenyl)-3-methyl-1H-pyrazole-5-carboxylic acid ClC=1C=C(C=CC1Cl)C=1N=C(SC1SC(C)C)N1N=C(C(=C1C(=O)O)C1=CC(=CC(=C1)OC1COC1)F)C